(3-chloro-4-(prop-2-yn-1-yloxy)phenyl)-N-(2-oxo-2-(phenethylamino)-1-(thiophen-2-yl)ethyl)propiolamide ClC=1C=C(C=CC1OCC#C)C#CC(=O)NC(C(NCCC1=CC=CC=C1)=O)C=1SC=CC1